C(#N)C1=CC=C(C=C1)C1=CC=C(C=C1)CCCCCCCCC 4-cyano-4'-nonylbiphenyl